N4-sulfanilylsulfanilamide S(=O)(C1=CC=C(C=C1)N)(=O)NC1=CC=C(S(=O)(=O)N)C=C1